C(C)(=O)C1=NN(C2=CC=C(C=C12)C=1C=NC(=NC1)C)CC(=O)N1C2CCC([C@H]1C(=O)NC1=NC(=CC=C1)Br)CC2 (S)-2-(2-(3-Acetyl-5-(2-methylpyrimidin-5-yl)-1H-indazol-1-yl)acetyl)-N-(6-bromopyridin-2-yl)-2-azabicyclo[2.2.2]octane-3-carboxamide